C(CCCCCCCCCCC)(=O)OCCCCCCCCCCCCCCCCCCCCCCCCCCCCC nonacosyl laurate